OC=1C=C(CC2CN(C2)C(C)=O)C=C(C1[C@@H]1C=C(C[C@H]1C(=C)C)C)O 1-(3-(3,5-dihydroxy-4-((1R,5R)-3-methyl-5-(prop-1-en-2-yl)cyclopent-2-en-1-yl)benzyl)azetidin-1-yl)ethan-1-one